C(#N)C1=CC=C(C=N1)C1=CC=C2C(=N1)SC(=N2)NC(=O)C2=CN=NC=C2C2=C(C=CC=C2)OC N-(5-(6-cyanopyridin-3-yl)thiazolo[5,4-b]pyridin-2-yl)-5-(2-methoxyphenyl)pyridazine-4-carboxamide